FC1=C2C=NN(C2=CC=C1[N+](=O)[O-])C(=O)OC(C)(C)C tert-Butyl 4-fluoro-5-nitro-1H-indazole-1-carboxylate